N1=CC(=CC=C1)NC(CCCC1=CC=C(C=C1)C=1C(=NN(C1C)C)C)=O N-(pyridin-3-yl)-4-(4-(1,3,5-trimethyl-1H-pyrazol-4-yl)phenyl)butanamide